6-chloro-3-(((R)-1-(3,6-dimethyl-2-((S)-3-((5-methylpyrazin-2-yl)oxy)piperidin-1-yl)-4-oxo-3,4-dihydroquinazolin-8-yl)ethyl)amino)-N-(methylsulfonyl)picolinamide ClC1=CC=C(C(=N1)C(=O)NS(=O)(=O)C)N[C@H](C)C=1C=C(C=C2C(N(C(=NC12)N1C[C@H](CCC1)OC1=NC=C(N=C1)C)C)=O)C